C1(CC1)N1N=CC(=C1)C=1C=C(C=CC1)N(C(=O)[C@@H]1CC[C@H](CC1)C=1N=NNN1)C[C@@H]1CC[C@H](CC1)C1=CC(=C(C=C1)OC)C trans-N-(3-(1-Cyclopropyl-1H-pyrazol-4-yl)phenyl)-N-((trans-4-(4-methoxy-3-methylphenyl)cyclohexyl)methyl)-4-(2H-tetrazol-5-yl)cyclohexanecarboxamide